C1(=CC=CC=C1)COC=1C=C(C=CC1)C1CC(CC1)CC(=O)N(C)OC 2-(3-(3-(phenylmethyloxy)phenyl)cyclopentyl)-N-methoxy-N-methylacetamide